C(C)C1=C(C=C(C(=C1)O)F)C1=CC=C2C(=NNC2=C1)C=1N=C2C(N1)=CN=C2C=2OC[C@H](CC2)C([C@H]2NCCC2)=O (S)-6-(2-ethyl-5-fluoro-4-hydroxyphenyl)-3-(5-prolyl-1,4,5,6-tetrahydropyran-ylPyrrolo[3,4-d]Imidazol-2-yl)-1H-indazole